3-[[4-[2-Amino-1-[4-[[1-(trifluoromethyl)cyclopropyl]methoxy]phenyl]ethoxy]-6-(2,6-dimethylphenyl)pyrimidin-2-yl]sulfamoyl]benzoic acid NCC(OC1=NC(=NC(=C1)C1=C(C=CC=C1C)C)NS(=O)(=O)C=1C=C(C(=O)O)C=CC1)C1=CC=C(C=C1)OCC1(CC1)C(F)(F)F